C(C1=CC=CC=C1)N1N=C(C=C1)S(=O)(=O)Cl 1-Benzyl-1H-pyrazole-3-sulfonyl chloride